[C@@H]1([C@@H](O)[C@H](O)[C@H](O1)CO)N1C=2N=CNC(C2N=C1)=O 9-(β-D-arabinofuranosyl)hypoxanthine